C1=CC=CC=2C3=CC=CC=C3C(C12)COC(=O)N1[C@@H](C[C@H](C1)C1CCCCC1)C(N[C@H](C(=O)OC)C[C@H]1C(NCC1)=O)=O (2S,4S)-(9H-fluoren-9-yl)methyl-4-cyclohexyl-2-(((S)-1-methoxy-1-oxo-3-((S)-2-oxopyrrolidin-3-yl)propan-2-yl) carbamoyl)pyrrolidine-1-carboxylate